(4,5-dihydro-7H-thieno[2,3-c]pyran-7-yl)-N-methyl-methylamine S1C=CC2=C1C(OCC2)N(C)C